(6-(2-chloro-5-fluorophenyl)-3-(2-fluoroethyl)-2-methyl-8-oxo-2,6,7,8-tetrahydropyrrolo[3,4-g]indazol-5-yl)-3-fluoro-5-(trifluoromethyl)benzamide ClC1=C(C=C(C=C1)F)C1NC(C2=C1C(=CC1=C(N(N=C21)C)CCF)C2=C(C(=O)N)C=C(C=C2F)C(F)(F)F)=O